CP(C1=CC=CC=2C3=C(NC12)CCCC1=C3N=C(N=C1)N[C@@H]1CNCCC1)(C)=O (S)-dimethyl-(2-(piperidin-3-ylamino)-5,6,7,8-tetrahydropyrimido[4',5':3,4]cyclohepta[1,2-b]indol-9-yl)phosphine oxide